5-((R)-3-(3-methyl-2-oxoimidazolin-1-yl)piperidin-1-yl)pyrazine-2-carboxamide CN1C(N(CC1)[C@H]1CN(CCC1)C=1N=CC(=NC1)C(=O)N)=O